4-[3-([4-[(6-methoxypyridin-2-yl)carbonyl]piperazin-1-yl]methyl)imidazo[1,2-a]pyridine-2-yl]benzonitrile COC1=CC=CC(=N1)C(=O)N1CCN(CC1)CC1=C(N=C2N1C=CC=C2)C2=CC=C(C#N)C=C2